C(#N)C1=NC=C(C(=C1)C1=CC=2N(C=C1)N=C(C2)NC(=O)C2CC2)OCC2CC(C2)NC2CC2 N-[5-[2-cyano-5-[[3-(cyclopropylamino)cyclobutyl]methoxy]-4-pyridyl]pyrazolo[1,5-a]pyridin-2-yl]cyclopropanecarboxamide